4-Amino-Imidazole NC=1N=CNC1